NCC1(CN(C1)C(=O)OC(C)(C)C)C1=CC=C(C=C1)F tert-butyl 3-(aminomethyl)-3-(4-fluorophenyl)azetidine-1-carboxylate